OCC1CCN(CC1)C=1OC=2C(=NC(=CC2)C2=C(C=C(C=C2C)C(F)(F)F)O)N1 2-[2-[4-(Hydroxymethyl)-1-piperidyl]oxazolo[4,5-b]pyridin-5-yl]-3-methyl-5-(trifluoromethyl)phenol